N[C@@H](C(C1=CC=CC=C1)C1=CC=CC=C1)C(=O)O diphenylalanine